ClC=1NC(=NN1)C(=O)N1CCN(CC1)C1=C(N(C=2N(C1=O)N=C(N2)C2=CC=CC=C2)CC(=O)NC2=C(C=C(C=C2)C(F)(F)F)Cl)CC 2-[6-[4-(5-chloro-4H-1,2,4-triazole-3-carbonyl)piperazine-1-yl]-5-ethyl-7-oxo-2-phenyl-[1,2,4]triazolo[1,5-a]pyrimidin-4(7H)-yl]-N-[2-chloro-4-(trifluoromethyl)phenyl]acetamide